C(C)(C)(C)OC(=O)N[C@H](C(=O)OCC1=CC=CC=C1)CCC(SC1=CC=C(C=C1)C(F)(F)F)=O (S)-benzyl 2-((tert-butoxycarbonyl)amino)-5-oxo-5-((4-(trifluoromethyl)phenyl)thio)pentanoate